FC1CCC(CC1)C1=NC=CC(=C1NC(=O)C=1C=NC(=NC1)C(C)C)C1=C(C=CC=C1)F N-(2-((1r,4r)-4-fluorocyclohexyl)-4-(2-fluorophenyl)pyridin-3-yl)-2-isopropylpyrimidine-5-carboxamide